dioxazin O1ON=CC=C1